N-Boc-(3S)-3-hydroxypyrrolidine C(=O)(OC(C)(C)C)N1C[C@H](CC1)O